methyl 5-(2-{[7-(5-methyl-1,2,4-oxadiazol-3-yl)isoquinolin-1-yl]amino}ethyl)-4H,5H,6H-thieno[2,3-c]pyrrole-2-carboxylate CC1=NC(=NO1)C1=CC=C2C=CN=C(C2=C1)NCCN1CC2=C(C1)C=C(S2)C(=O)OC